Z-arginin N[C@@H](CCCN\C(\N)=N/[H])C(=O)O